C=CC(C=CCCCC)=O 3-nonadienal